(R,2S)-2-(hydroxymethyl)-2-methyl-N'-(tricyclo[6.2.0.03,6]deca-1,3(6),7-trien-2-ylcarbamoyl)-2,3-dihydropyrazolo[5,1-b]oxazole-7-sulfonimidamide OC[C@@]1(CN2C(O1)=C(C=N2)[S@@](=O)(N)=NC(NC2=C1CCC1=CC=1CCC21)=O)C